N,2-dimethyl-4,5,6,7-tetrahydrobenzothiophen-6-amine hydrochloride Cl.CNC1CC2=C(C=C(S2)C)CC1